CC1=NC(=NC=C1)[C@@H]1[C@H](C1)C(=O)O |r| rac-(1S*,2S*)-2-(4-methylpyrimidin-2-yl)cyclopropane-1-carboxylic acid